(2S)-N-(2-amino-6,7-dihydro-5H-cyclopenta[b]pyridin-5-yl)-1-((2R,4S)-4-(4-fluorobenzyl)pyrrolidine-2-carbonyl)pyrrolidine-2-carboxamide S'-hexyl-trithiocarbonate C(CCCCC)SC(S)=S.NC1=CC=C2C(=N1)CCC2NC(=O)[C@H]2N(CCC2)C(=O)[C@@H]2NC[C@H](C2)CC2=CC=C(C=C2)F